BrC=1C=C(OCC2=C(C=C(C=C2)C#N)CCCOC2=C(C=C(C(=C2)B2OC(C(O2)(C)C)(C)C)C)CC(=O)OC)C=CC1 methyl 2-[2-[3-[2-[(3-bromophenoxy)methyl]-5-cyano-phenyl]propoxy]-5-methyl-4-(4,4,5,5-tetramethyl-1,3,2-dioxaborolan-2-yl)phenyl]acetate